3-((3-(3,5-di-tert-butyl-4-hydroxyphenyl)propionyl)oxy)-2,2-dimethylpropionyl chloride C(C)(C)(C)C=1C=C(C=C(C1O)C(C)(C)C)CCC(=O)OCC(C(=O)Cl)(C)C